[6-[3-(1-hydroxycyclopropyl)-1,2,4-triazol-1-yl]-2-azaspiro[3.3]heptan-2-yl]methanone (2S,4R)-methyl-4-hydroxy-1-(3-methyl-2-(3-methylisoxazol-5-yl)butanoyl)pyrrolidine-2-carboxylate COC(=O)[C@H]1N(C[C@@H](C1)O)C(C(C(C)C)C1=CC(=NO1)C)=O.OC1(CC1)C1=NN(C=N1)C1CC2(CN(C2)C=O)C1